7-chloro-N-[(1S)-2-[[(1S)-1-cyano-2-[(3S)-2-oxo-3-piperidyl]ethyl]amino]-1-(cyclopropylmethyl)-2-oxo-ethyl]-6-fluoro-1H-indole-2-carboxamide ClC=1C(=CC=C2C=C(NC12)C(=O)N[C@H](C(=O)N[C@@H](C[C@H]1C(NCCC1)=O)C#N)CC1CC1)F